N-(4-(4-amino-7-methyl-5-(4-(oxazol-4-yl)phenyl)-7H-pyrrolo[2,3-d]pyrimidin-6-yl)phenyl)methacrylamide NC=1C2=C(N=CN1)N(C(=C2C2=CC=C(C=C2)C=2N=COC2)C2=CC=C(C=C2)NC(C(=C)C)=O)C